4-(8-(6-(4-((1-(2-(2,4-dioxocyclohexyl)-1,3-dioxoisoindolin-5-yl)piperidin-4-yl)methyl)piperazin-1-yl)nicotinoyl)-2,8-diazaspiro[4.5]decan-2-yl)-2-(trifluoromethyl)benzonitrile O=C1C(CCC(C1)=O)N1C(C2=CC=C(C=C2C1=O)N1CCC(CC1)CN1CCN(CC1)C1=NC=C(C(=O)N2CCC3(CCN(C3)C3=CC(=C(C#N)C=C3)C(F)(F)F)CC2)C=C1)=O